COCCNC1=CC=C(C=C1)C=C N-(2-methoxyethyl)-4-vinylaniline